5-((3-(difluoromethoxy)pyridin-2-yl)methyl)-7-(1-(2-fluoro-6-methylphenyl)piperidin-4-yl)-3-methylpyrido[2,3-b]pyrazin-6(5H)-one FC(OC=1C(=NC=CC1)CN1C(C(=CC=2C1=NC(=CN2)C)C2CCN(CC2)C2=C(C=CC=C2C)F)=O)F